FC=1C=C(C=C2C=CC(=NC12)C1CCOCC1)CN1C[C@H]([C@H](C1)COC)OC=1C=C2CN(C(C2=CC1)=O)[C@@H]1C(NC(CC1)=O)=O (3S)-3-(5-{[(3S,4R)-1-{[8-fluoro-2-(oxan-4-yl)quinolin-6-yl]methyl}-4-(methoxymethyl)pyrrolidin-3-yl]oxy}-1-oxo-2,3-dihydro-1H-isoindol-2-yl)piperidine-2,6-dione